(R)-1-(4-((1-(3-cyano-2-methylphenyl)ethyl)amino)-7-methoxy-2-methyl-quinazolin-6-yl)piperidine-4-carbonitrile C(#N)C=1C(=C(C=CC1)[C@@H](C)NC1=NC(=NC2=CC(=C(C=C12)N1CCC(CC1)C#N)OC)C)C